C(=O)([O-])C1CCC(CC1)N(S(=O)(=O)C=1C=C(C(=O)NC=2SC3=C(C2C(=O)NC2=CC=C(C=C2)CCCC2=CC=C(C(=O)O)C=C2)CCCC3)C=CC1)CCC 4-[3-[4-[[2-[[3-[(4-carboxylatocyclohexyl)-propylsulfamoyl]benzoyl]amino]-4,5,6,7-tetrahydro-1-benzothiophene-3-carbonyl]amino]phenyl]propyl]benzoic acid